N-(4-bromophenyl)sulfamic acid BrC1=CC=C(C=C1)NS(O)(=O)=O